ClC=1C=C(C=C(C1F)Cl)C1(CC(=NO1)C1=NC=C(C2=C1C=CO2)C(=O)O)C(F)(F)F 4-[5-(3,5-dichloro-4-fluorophenyl)-4,5-dihydro-5-(trifluoromethyl)-3-isoxazolyl]furo[3,2-c]pyridine-7-carboxylic acid